Tert-butyl (12aR)-9-bromo-8-chloro-10-[(trimethylsilyl)ethynyl]-3,4,12,12a-tetrahydro-6H-pyrazino[2,1-c][1,4]benzoxazepine-2(1H)-carboxylate BrC1=C(C2=C(CN3[C@@H](CO2)CN(CC3)C(=O)OC(C)(C)C)C=C1Cl)C#C[Si](C)(C)C